(2-phenylethyl)-5-phenyl-pyridine-2-carboxamide C1(=CC=CC=C1)CCC=1C(=NC=C(C1)C1=CC=CC=C1)C(=O)N